C(C)C=1N=C2SC(=NN2C1N(C)C=1SC(=C(N1)C1=CC=C(C=C1)F)C#N)N1CC(CC1)NC [6-ethyl-2-(3-(methylamino)pyrrolidin-1-yl)imidazo[2,1-b][1,3,4]thiadiazol-5-yl-(methyl)amino]-4-(4-fluorophenyl)thiazole-5-carbonitrile